S1C(=NC2=C1C=CC=C2)C(CC2=CC(=CC=C2)C(N)=N)NS(=O)(=O)C=2C=C(C=CC2)NC(=O)C2CCN(CC2)C(=O)OC(C)(C)C tert-butyl 4-[[3-[[1-(1,3-benzothiazol-2-yl)-2-(3-carbamimidoylphenyl)ethyl]sulfamoyl]phenyl]carbamoyl]piperidine-1-carboxylate